N1CCC(CC1)CCCCOC1=CC=C(C=C1)C1CCN(CC1)C1=CC(=C(C#N)C=C1)C(F)(F)F 4-(4-(4-(4-(piperidin-4-yl)butoxy)phenyl)piperidin-1-yl)-2-(trifluoromethyl)benzonitrile